BrC1=C2CCCC2=C(C=2OCC(C21)C)NC(OC(C)(C)C)=O tert-butyl (4-bromo-3-methyl-3,5,6,7-tetrahydro-2H-indeno[5,6-b]furan-8-yl)carbamate